N-(1-cyano-2-ethylperoxyethyl)-1-naphthamide C(#N)C(COOCC)NC(=O)C1=CC=CC2=CC=CC=C12